CN1C=NC2=C1C=C(C=C2OCCC)C(=O)O methyl-4-propoxy-1H-benzo[d]imidazole-6-carboxylic acid